2-(7-methyl-4-{[(thiophen-2-yl)methyl]amino}thieno[3,2-c]pyridazin-6-yl)acetamide CC1=C(SC2=C1N=NC=C2NCC=2SC=CC2)CC(=O)N